BrC1=CC(=CC(=C1)OCCCCBr)OCCCCBr 1-bromo-3,5-bis(4-bromobutoxy)benzene